(5R,6R)-3-(5-chloro-1H-indol-3-yl)-5,6-diphenyl-5,6-dihydropyrazine-2(1H)-one ClC=1C=C2C(=CNC2=CC1)C=1C(N[C@@H]([C@H](N1)C1=CC=CC=C1)C1=CC=CC=C1)=O